3-(4-(1-(4-bromophenyl)-5-butyl-1H-1,2,4-triazol-3-yl)phenoxy)-N,N-diethylpropan-1-amine BrC1=CC=C(C=C1)N1N=C(N=C1CCCC)C1=CC=C(OCCCN(CC)CC)C=C1